2,3,4,4a,5,6,8,10,14,14a-decahydro-1H-pyrido[1,2-c]pyrido[1',2':4,5]pyrazino[1,2-a]pyrimidine-11-carboxamide C1CCCC2N1C1N(CC2)CC=2N(C1)C=C(CC2)C(=O)N